(E)-5-(N-(2-(4-(But-2-enoyl)piperazin-1-yl)phenyl)-N-phenethylsulfamoyl)-3-methylbenzoyl Furan-2-carboxylate O1C(=CC=C1)C(=O)OC(C1=CC(=CC(=C1)S(N(CCC1=CC=CC=C1)C1=C(C=CC=C1)N1CCN(CC1)C(\C=C\C)=O)(=O)=O)C)=O